C1(=CC=C(C=C1)C[C@H](CCl)NS(=O)(=O)C1=CC=C(C=C1)C)C1=CC=CC=C1 (R)-N-(1-([1,1'-biphenyl]-4-yl)-3-chloropropan-2-yl)-4-methylbenzenesulfonamide